N1C[C@H](CCC1)NC1=NC=C(C(=N1)NC1=C(C=CC=C1)S(=O)(=O)N)C(F)(F)F 2-[(2-{[(3S)-piperidin-3-yl]amino}-5-(trifluoromethyl)pyrimidin-4-yl)amino]benzene-1-sulfonamide